C(CC)C(COCCOCCO)CCCC 2-(2-((2-propylhexyl)oxy)ethoxy)ethane-1-ol